C(C)OC(=O)C1=C(N=C(S1)NC(C[C@H](CNC(=O)OC(C)(C)C)N)=O)C 2-[[(3R)-3-amino-4-(tert-butoxycarbonylamino)butanoyl]amino]-4-methyl-thiazole-5-carboxylic acid ethyl ester